FC=1C=NC=C(/C=N/O)C1 (E)-5-fluoronicotinaldehyde oxime